benzyl 4-(2-(4-(aminomethyl)-2-fluorophenyl)-3-cyano-9,10-dihydro-4H-benzo[d]pyrazolo[1,5-a][1,3]diazepin-7-yl)piperazine-1-carboxylate hydrochloride Cl.NCC1=CC(=C(C=C1)C1=NN2C(NC3=C(CC2)C=C(C=C3)N3CCN(CC3)C(=O)OCC3=CC=CC=C3)=C1C#N)F